The molecule is a glycosylgalactose consisting of beta-D-galactose having an alpha-L-fucosyl residue attached at the 2-position. It has a role as an epitope. C[C@H]1[C@H]([C@H]([C@@H]([C@@H](O1)O[C@@H]2[C@H]([C@H]([C@H](O[C@H]2O)CO)O)O)O)O)O